1-(4-methyl-2-(3-(trifluoromethyl)phenoxy)pyridin-3-yl)-3-p-tolylurea CC1=C(C(=NC=C1)OC1=CC(=CC=C1)C(F)(F)F)NC(=O)NC1=CC=C(C=C1)C